sulfenyl sulfide S=S